N(=[N+]=[N-])C(CC)CCCCC 3-azidooctane